8-fluoro-6-hydroxy-N-(3-methoxy-2,2-dimethylpropyl)-7-(1,1,4-trioxo-1λ6,2,5-thiadiazolidin-2-yl)-3,4-dihydroisoquinoline-2(1H)-carboxamide FC=1C(=C(C=C2CCN(CC12)C(=O)NCC(COC)(C)C)O)N1S(NC(C1)=O)(=O)=O